NC1=C(C=CC=C1)C(C#CC1=CC=CC=C1)=O 1-(2-aminophenyl)-3-phenylpropan-2-yn-1-one